C1(C=CC(N1C1=CC=C(OC2=CC(=CC=C2)OC2=CC=C(C=C2)N2C(C=CC2=O)=O)C=C1)=O)=O 1,3-bis(4-maleimidylphenoxy)benzene